C(CCCCCCC\C=C/C\C=C/CCCCC)(=O)[O-].[Cu+2].C(CCCCCCC\C=C/C\C=C/CCCCC)(=O)[O-] copper (II) linoleate